5-((2-(Dimethylamino)ethyl)amino)-2-(4-(2-((1-(methylsulfonyl)piperidin-4-yl)amino)-5-(trifluoromethyl)pyrimidin-4-yl)-1H-imidazol-1-yl)benzonitrile CN(CCNC=1C=CC(=C(C#N)C1)N1C=NC(=C1)C1=NC(=NC=C1C(F)(F)F)NC1CCN(CC1)S(=O)(=O)C)C